C[C@@H]1N(CC[C@]2(C1)OC[C@H](C1=C2SC(=C1)C(F)(F)F)O)CC=1C=NNC1 (2'S,4S,7R)-2'-methyl-1'-(1H-pyrazol-4-ylmethyl)-2-(trifluoromethyl)spiro[4,5-dihydrothieno[2,3-c]pyran-7,4'-piperidine]-4-ol